non-3-ene CCC=CCCCCC